C(C)(C)(C)P(C(C)(C)C)CC1=C(C=C(C=C1)C(C)(C)C)CP(C(C)(C)C)C(C)(C)C 1,2-bis((di-tert-butylphosphino)methyl)-4-tert-butyl-benzene